FC=1C=C(C[N+]2=CN([C@H]3[C@H](O)[C@H](O)[C@@H](CO)O3)C=3N=C(NC(C23)=O)N)C=CC1 7-(3-fluorobenzyl)-guanosine